FC1=C(C=CC(=C1)F)N1N=C(C2=CC=CC=C2C1=O)N1CC(CCC1)C1(CC1)C(=O)O 1-(1-(3-(2,4-difluorophenyl)-4-oxo-3,4-dihydro-phthalazin-1-yl)piperidin-3-yl)cyclopropane-1-carboxylic acid